NC1=NC=CC(=C1Cl)SC1=CN=C(C(=N1)CO)N1CCC2(CC1)[C@@H](C1=CC(=CC=C1C2)C(F)(F)F)N (S)-(6-((2-amino-3-chloropyridin-4-yl)thio)-3-(1-amino-6-(trifluoromethyl)-1,3-dihydrospiro[inden-2,4'-piperidin]-1'-yl)pyrazin-2-yl)methanol